NC1=NC2=C(C=CC=C2C(=N1)C=1N=NN(C1)CC=1C(N(C=CC1)CC1CCOCC1)=O)OC 3-{[4-(2-amino-8-methoxy-4-quinazolinyl)-1H-1,2,3-triazol-1-yl]methyl}-1-[(tetrahydro-2H-pyran-4-yl)methyl]-1H-pyridin-2-one